2-(trimethylsilylmethyl)allyl-titanium C[Si](C)(C)CC(C[Ti])=C